(4S)-4-(2,3-dichloro-6-hydroxyphenyl)-1-[(2S)-2,3-dihydroxypropyl]pyrrolidin-2-one ClC1=C(C(=CC=C1Cl)O)[C@@H]1CC(N(C1)C[C@@H](CO)O)=O